1-(aminooxy)propanol NOC(CC)O